Gadolinium 2,2',2''-[(2S)-10-(carboxymethyl)-2-(4-ethoxybenzyl)-1,4,7,10-tetraazacyclododecane-1,4,7-triyl]triacetate C(=O)(O)CN1CCN(CCN(C[C@@H](N(CC1)CC(=O)[O-])CC1=CC=C(C=C1)OCC)CC(=O)[O-])CC(=O)[O-].[Gd+3]